3-(1-benzyl-1H-benzo[d]imidazol-6-yl)-4-ethyl-1H-1,2,4-triazol-5(4H)-one C(C1=CC=CC=C1)N1C=NC2=C1C=C(C=C2)C2=NNC(N2CC)=O